N-methyl-2-(1H-pyrazol-4-yl)-N-[(3S)-pyrrolidin-3-yl]benzenesulfonamide CN(S(=O)(=O)C1=C(C=CC=C1)C=1C=NNC1)[C@@H]1CNCC1